2-(3-fluorobicyclo[1.1.1]pentan-1-yl)-1-methyl-1H-imidazo[4,5-c]pyridin-7-amine FC12CC(C1)(C2)C=2N(C1=C(C=NC=C1N)N2)C